5-chloro-2,2,3-trimethyl-3H-1,4-benzoxazepine ClC1=NC(C(OC2=C1C=CC=C2)(C)C)C